(3-acetyl-5-(2-(2-ethoxy-2-oxoethyl)pyrimidin-5-yl)-1H-indazol-1-yl)acetic acid C(C)(=O)C1=NN(C2=CC=C(C=C12)C=1C=NC(=NC1)CC(=O)OCC)CC(=O)O